methylencyclohexan C=C1CCCCC1